alpha-hydroxycaprylic acid OC(C(=O)O)CCCCCC